C(C)C1(OCCC2=C1NC1=C(C=CC=C21)CC)CC(=O)NCCN2CCCCC2 2-(1,8-Diethyl-1,3,4,9-tetrahydropyrano[3,4-b]indol-1-yl)-N-(2-(piperidin-1-yl)ethyl)acetamide